C1(=NC=CC2=CC=CC=C12)C=O isoquinoline-carbaldehyde